ClC1=CC=C2C=C(C(=CC2=C1)OB(O)O)SC (7-chloro-3-(methylthio)naphthalen-2-yl)boric acid